FC1OB(C2=C1C=CC(=C2)N)O fluoro-1-hydroxy-3H-2,1-benzoxaborole-6-amine